FC1=C(C(=O)NC2=NC=CC=C2)C=CC=C1F 2,3-difluoro-N-(pyridin-2-yl)benzamid